N,N-bis(4-methoxyphenyl)aniline COC1=CC=C(C=C1)N(C1=CC=CC=C1)C1=CC=C(C=C1)OC